borate samarium [Sm+3].B([O-])([O-])[O-]